4-methylmorpholine-2,6-dione CN1CC(OC(C1)=O)=O